ethyl 5-(2,4-dichlorobenzyl)-4,5-dihydro-1,2-oxazole-3-carboxylate ClC1=C(CC2CC(=NO2)C(=O)OCC)C=CC(=C1)Cl